3-(3-hydroxy-4-methylphenyl)urea OC=1C=C(C=CC1C)NC(N)=O